hydroxytriazolinone ON1N=NCC1=O